C(CCS(=O)(=O)OCCCCC)S(=O)(=O)OCCCCC dipentyl 1,3-propanedisulfonate